ClC=1C=C(C=C(C1)OC(F)(F)F)C1=CC(=C(C=C1)N1CCC(CC1)CC(=O)O)NS(=O)(=O)C1=CC(=CC=C1)C(F)(F)F 2-(1-(3'-chloro-5'-(trifluoromethoxy)-3-(3-(trifluoromethyl)benzenesulfonylamino)biphenyl-4-yl)piperidin-4-yl)acetic acid